Ethyl (2-methyl-5-(3-methyl-1,2,4-thiadiazol-5-yl)phenyl)glycinate CC1=C(C=C(C=C1)C1=NC(=NS1)C)NCC(=O)OCC